2-chloro-N-(2-furanylmethyl-carbamoyl)acetamide ClCC(=O)NC(NCC=1OC=CC1)=O